6-(benzyloxy)-3-{4-[4-(piperidin-4-yloxy)piperidin-1-yl]phenyl}quinazolin-4-one C(C1=CC=CC=C1)OC=1C=C2C(N(C=NC2=CC1)C1=CC=C(C=C1)N1CCC(CC1)OC1CCNCC1)=O